C(C1=CC=CC=C1)OC1=CC=C(OCCOCCN)C=C1 2-(2-(4-(benzyloxy)phenoxy)ethoxy)ethylamine